CC1=C(C[C@H]2NC(=NOC2)C2=C(N=NC3=CC=CC=C23)OC2=CC(=CC=C2)C)C=CC(=C1)C |r| 4-[(5RS)-5-(2,4-dimethylbenzyl)-5,6-dihydro-4H-1,2,4-oxadiazin-3-yl]-3-(3-methylphenoxy)cinnoline